COC(=O)C=1C(=CC=CC1)C1=CC(=CC=C1)CN1N=C2C=CC=CC2=C1 3'-((2H-indazol-2-yl)methyl)-[1,1'-biphenyl]-2-carboxylic acid methyl ester